3-(1-(4-methoxybenzyl)-1H-pyrazol-3-yl)-6-((6-methoxypyridin-3-yl)methyl)-3,6-diazabicyclo[3.1.1]heptane COC1=CC=C(CN2N=C(C=C2)N2CC3N(C(C2)C3)CC=3C=NC(=CC3)OC)C=C1